C(C)C=1C(C(=CCC1)CC)(C(=O)O)C 2,6-diethyl-1-methyl-2,5-cyclohexadiene-1-carboxylic acid